N1C=CC=2C(NCCC21)=O 1H,4H,5H,6H,7H-pyrrolo[3,2-c]pyridin-4-one